COC=1C=C(C=CC1OC)NC(=O)C12CC3CC(CC(C1)C3)C2 Adamantan-1-carboxylic acid (3,4-dimethoxyphenyl)amide